R-purine N1=CN=C2N=CNC2=C1